1-(3-(5-amino-2-chloro-4-fluoro-3-methylbenzamido)-4-(4-methyl-1,4-diazepan-1-yl)phenyl)-N-(3-morpholinopropyl)-1H-1,2,3-triazole-4-carboxamide NC=1C(=C(C(=C(C(=O)NC=2C=C(C=CC2N2CCN(CCC2)C)N2N=NC(=C2)C(=O)NCCCN2CCOCC2)C1)Cl)C)F